COC(/C=C/C=1C=CC=C2CC(COC12)C(=O)O)=O (E)-8-(3-Methoxy-3-oxoprop-1-en-1-yl)chromane-3-carboxylic acid